CC=1C(=CC2=C(N(C(N2)=O)[C@H]2CN(CCC2)CC2=NN(C=N2)C)C1)C=1C=C(C=2N(C1)N=CN2)C (R)-6-methyl-1-(1-((1-methyl-1H-1,2,4-triazol-3-yl)methyl)piperidin-3-yl)-5-(8-methyl-[1,2,4]triazolo[1,5-a]pyridin-6-yl)-1,3-dihydro-2H-benzo[d]imidazol-2-one